2-stearamidobutyric acid C(CCCCCCCCCCCCCCCCC)(=O)NC(C(=O)O)CC